1-(5-bromo-1H-indol-3-yl)-3-(4-((trifluoromethyl)thio)phenyl)urea BrC=1C=C2C(=CNC2=CC1)NC(=O)NC1=CC=C(C=C1)SC(F)(F)F